P1(OC2=CC=C(C=C2)C(C)(C)C2=CC=C(C=C2)O1)[O-] 4,4'-isopropylidenediphenyl phosphite